2,2'-((2-(3-(2-((2-((cyanomethyl)amino)eth-yl)amino)ethyl)-2-oxoimidazolidin-1-yl)ethyl)azanediyl)diacetonitrile C(#N)CNCCNCCN1C(N(CC1)CCN(CC#N)CC#N)=O